3-(5-cyclobutyl-1,3-thiazol-2-yl)-5-[(3R)-tetrahydrofuran-3-ylmethoxy]-N-{(1R)-1-[2-(trifluoromethyl)pyrimidin-5-yl]ethyl}benzamide C1(CCC1)C1=CN=C(S1)C=1C=C(C(=O)N[C@H](C)C=2C=NC(=NC2)C(F)(F)F)C=C(C1)OC[C@H]1COCC1